1-methyl-3-(6-methyl-2-chloro-4-pyrimidinyl)indole CN1C=C(C2=CC=CC=C12)C1=NC(=NC(=C1)C)Cl